((3-fluoro-4-((5-fluoropyridin-2-yl)oxy)-5-methylphenyl)carbamoyl)-3-methoxycyclobutane-1-carboxamide FC=1C=C(C=C(C1OC1=NC=C(C=C1)F)C)NC(=O)C1(CC(C1)OC)C(=O)N